2,3-dihydroxy-propionyl-selenocysteine sulfide OC(C(=O)[NH+]([C@@H](C[SeH])C(=O)O)[S-])CO